FC(OC1=CC(=C(C(=C1)C(C)C)CC(=O)NS(=O)(=N)C1=CC=C(C=C1)CN(C)C)C(C)C)F 2-(4-(difluoromethoxy)-2,6-diisopropylphenyl)-N-(4-((dimethylamino)methyl)phenyl-sulfonimidoyl)acetamide